methyl 6-(1-{[(2-methylpropan-2-yl) oxy] carbonyl}-2,5-dihydro-1H-pyrrol-3-yl)-1,2-diazine-3-carboxylate CC(C)(C)OC(=O)N1CC(=CC1)C1=CC=C(N=N1)C(=O)OC